F[B-](F)(F)F.COC1=CC=C(C=C1)[N+]#N L-4-methoxybenzenediazonium tetrafluoroborate